6-chloro-N-[(6-{[(cyclohexyl-methyl)amino]methyl}imidazo[1,2-a]pyridin-2-yl)methyl]-1H-indazole-4-carboxamide ClC=1C=C(C=2C=NNC2C1)C(=O)NCC=1N=C2N(C=C(C=C2)CNCC2CCCCC2)C1